(E)-N'-{[1-(2-ethoxyethyl)-2-(trifluoromethyl)-1H-indol-3-yl]methylene}-5-methylbenzofuran-2-carbohydrazide C(C)OCCN1C(=C(C2=CC=CC=C12)\C=N\NC(=O)C=1OC2=C(C1)C=C(C=C2)C)C(F)(F)F